ClC1=CC=CC(=N1)NC(=O)[C@H]1N(C[C@@H](C1)F)C(CN1N=C(C2=CC(=CC=C12)C=1C=NC(=NC1)OC)C(=O)N)=O 1-(2-((2S,4R)-2-(6-chloropyridin-2-ylcarbamoyl)-4-fluoropyrrolidin-1-yl)-2-oxoethyl)-5-(2-methoxypyrimidin-5-yl)-1H-indazole-3-carboxamide